N=1N=CN2C1C(=CC=C2)C2=CC=C1C=NC(=NN12)N[C@H]1[C@@H](CN(CC1)S(=O)(=O)C)O (3R,4R)-4-((7-([1,2,4]triazolo[4,3-a]pyridin-8-yl)pyrrolo[2,1-f][1,2,4]triazin-2-yl)amino)-1-(methylsulfonyl)piperidin-3-ol